N-(4-aminobutylaminobutyl)guanidine NCCCCNCCCCNC(=N)N